2-(PIPERAZIN-1-YL)PYRIDIN-4-YLBORONIC ACID N1(CCNCC1)C1=NC=CC(=C1)B(O)O